BrC=1C=C(C=C(C1)Cl)C=1C2=CC=CC=C2C=2C=CC=CC2C1 9-(3-bromo-5-chlorophenyl)phenanthrene